1-(2-chlorophenyl)-4-((1,3-difluoro-propan-2-yl)amino)-7-(trifluoromethyl)-quinazolin-2(1H)-one ClC1=C(C=CC=C1)N1C(N=C(C2=CC=C(C=C12)C(F)(F)F)NC(CF)CF)=O